C1(CCCCC1)N1N=C(C2=CC=CC=C2C1=O)C=1C=C(C=CC1)S(=O)(=O)N 3-(3-cyclohexyl-4-oxo-3,4-dihydro-phthalazin-1-yl)benzenesulfonamide